4-benzyl-N-ethyl-6-methoxy-3,4-dihydroquinoxaline-1(2H)-carboxamide C(C1=CC=CC=C1)N1CCN(C2=CC=C(C=C12)OC)C(=O)NCC